NC=1C=CC(=NC1C(=O)N)C1=NC=CC(=C1)C1=NOC(=C1)[C@]1(C(N(CC1)C)=O)O (R)-5-Amino-4'-(5-(3-hydroxy-1-methyl-2-oxopyrrolidin-3-yl)isoxazol-3-yl)-[2,2'-bipyridine]-6-carboxamide